C=NC(=O)N Methyleneurea